(2R,5S)-4-(7-cyano-2-(cyanomethyl)-5-methyl-6-oxo-5,6-dihydroimidazo[1,2-b]pyridazin-8-yl)-2,5-dimethylpiperazine-1-carboxylic acid tert-butyl ester C(C)(C)(C)OC(=O)N1[C@@H](CN([C@H](C1)C)C=1C=2N(N(C(C1C#N)=O)C)C=C(N2)CC#N)C